(3S,5S,8R,9S,10S,13R,14S,15S,17R)-3-ethyl-10,13,15-trimethyl-l-7-((2R,5S)-6,6,6-trifluoro-5-hydroxy-5-methylhexan-2-yl)hexadecahydro-1H-cyclopenta[a]phenanthren-3-ol C(C)[C@@]1(CC[C@@]2([C@H]3CC[C@]4(CC[C@@H]([C@H]4[C@@H]3C(C[C@H]2C1)[C@H](C)CC[C@](C(F)(F)F)(C)O)C)C)C)O